CCCCCCCCCCNCCCN N-decylpropane-1,3-diamine